OC[C@@H](C)N1C(=NN=C1)C1=CC=CC(=N1)NC(=O)C1=CNC2=CC=CC=C12 (R)-N-(6-(4-(1-hydroxy-prop-2-yl)-4H-1,2,4-triazol-3-yl)pyridin-2-yl)-1H-indole-3-carboxamide